N,N-dimethyl-2-methoxybenzylamine CN(C)CC1=C(C=CC=C1)OC